(S)-(1-(6-isopropoxypyridin-3-yl)ethyl)phenylcarbamate C(C)(C)OC1=CC=C(C=N1)[C@H](C)OC(NC1=CC=CC=C1)=O